(S)-4-((2-Fluoropyridin-3-yl)methyl)-N-(7-((4-hydroxytetrahydro-2H-pyran-4-yl)ethynyl)-5-methyl-4-oxo-2,3,4,5-tetrahydrobenzo[b][1,4]oxazepin-3-yl)-1H-pyrazol-1-carboxamid FC1=NC=CC=C1CC=1C=NN(C1)C(=O)N[C@@H]1C(N(C2=C(OC1)C=CC(=C2)C#CC2(CCOCC2)O)C)=O